2-((4-((5-(3,5-bis(trifluoromethyl)phenyl)-4H-1,2,4-triazol-3-yl)thio)-6-chloropyrimidin-2-yl)thio)-benzo[d]oxazole FC(C=1C=C(C=C(C1)C(F)(F)F)C=1NC(=NN1)SC1=NC(=NC(=C1)Cl)SC=1OC2=C(N1)C=CC=C2)(F)F